C1(C(CCCC1)C(=O)[O-])(C(=O)[O-])C(=O)[O-] cyclohexanetricarboxylate